S1NC(C2=C1C=CC=C2)=O.[K] potassium 1,2-benzisothiazolin-3-one salt